NC1=NC(=C2N=CN(C2=N1)[C@H]1[C@]([C@@H]([C@H](O1)CO[Si](C1=CC=CC=C1)(C1=CC=CC=C1)C(C)(C)C)O)(C=C)F)NC1CC1 (2R,3R,4R,5R)-5-(2-Amino-6-(cyclopropylamino)-9H-purin-9-yl)-2-(((tertbutyldiphenylsilyl)oxy)methyl)-4-fluoro-4-vinyltetrahydrofuran-3-ol